7'-(3-fluorobicyclo[1.1.1]pentan-1-yl)-2'-((7-methylquinoxalin-6-yl)amino)spiro[cyclopropane-1,5'-pyrrolo[2,3-d]pyrimidin]-6'(7'H)-one FC12CC(C1)(C2)N2C(C1(C3=C2N=C(N=C3)NC=3C=C2N=CC=NC2=CC3C)CC1)=O